C(C)C(CNC1=CC=C(C=2C(C3=CC=CC=C3C(C12)=O)=O)NCC(CCCC)CC)CCCC 1,4-bis[(2-ethylhexyl)amino]-anthraquinone